C1OCC12CN(C2)C2=NC=1N(C=C2)N=CC1 5-(2-oxa-6-azaspiro[3.3]heptan-6-yl)pyrazolo[1,5-a]pyrimidine